tert-Butyl 4-[4-(5-chloroimidazo[1,2-a]pyridin-6-yl)phenoxy]piperidine-1-carboxylate ClC1=C(C=CC=2N1C=CN2)C2=CC=C(OC1CCN(CC1)C(=O)OC(C)(C)C)C=C2